OC1(C(C(=C(C#N)C=C1Cl)Cl)C#N)Cl 4-hydroxy-2,4,5-trichloroisophthalonitrile